C(#N)C1=C2CC(CC2=CC=C1OCC1N(CCC1)C(=O)OC(C)(C)C)CO tert-butyl 2-[[4-cyano-2-(hydroxymethyl)-2,3-dihydro-1H-inden-5-yl]oxymethyl]pyrrolidine-1-carboxylate